oxygen palladium nickel [Ni].[Pd].[O]